tert-butyl 1-((R*)-4-(benzyloxy)-2-hydroxy-3,3-dimethyl-4-oxobutyl)-6,6-difluorotetrahydro-1H-pyrrolo[3,2-c]isoxazole-4(5H)-carboxylate C(C1=CC=CC=C1)OC(C([C@H](CN1OCC2C1C(CN2C(=O)OC(C)(C)C)(F)F)O)(C)C)=O |o1:10|